COC1=CC=CC(=N1)C1=NC=CC=C1C=1C=CC=2N(C1)C(=CN2)C#N 6-(6'-Methoxy-[2,2'-bipyridin]-3-yl)imidazo[1,2-a]pyridin-3-carbonitril